4-(2-chloro-4-ethoxy-phenyl)-5-[4-[(3S)-1-(3-fluoropropyl)pyrrolidin-3-yl]oxyphenyl]-2,3-dihydro-1-benzoxepin-8-ol ClC1=C(C=CC(=C1)OCC)C=1CCOC2=C(C1C1=CC=C(C=C1)O[C@@H]1CN(CC1)CCCF)C=CC(=C2)O